(S)-8-(chloromethyl)-2-(indoline-1-carbonyl)-6-(5,6,7-trimethoxy-1H-indole-2-carbonyl)-3,6,7,8-tetrahydropyrrolo[3,2-e]indol-4-yl dihydrogen phosphate P(=O)(OC1=C2C(=C3[C@@H](CN(C3=C1)C(=O)C=1NC3=C(C(=C(C=C3C1)OC)OC)OC)CCl)C=C(N2)C(=O)N2CCC1=CC=CC=C21)(O)O